2-[4-[4-[(2,4-Dioxo-3-azabicyclo[3.1.1]heptan-1-yl)amino]phenyl]-1-piperidyl]acetic acid hydrochloride Cl.O=C1C2(CC(C(N1)=O)C2)NC2=CC=C(C=C2)C2CCN(CC2)CC(=O)O